C(CCCCC)C=C(C(=O)O)C.C(C(=C)C)(=O)OCCCCCC Hexyl Methacrylate (Hexyl Methacrylate)